4-(4-bromophenyl)bicyclo[2.2.2]octane-1-carboxylic acid BrC1=CC=C(C=C1)C12CCC(CC1)(CC2)C(=O)O